CC1=NC=C(C=O)C=C1N1[C@H](COCC1)C (S)-6-methyl-5-(3-methylmorpholino)nicotinaldehyde